CC([O-])(CCC)C dimethyl-butoxide